3,3-difluoro-1-(6-(2-(methylamino)-5-pyrimidinyl)thieno[2,3-b]pyridin-2-yl)cyclobutanol FC1(CC(C1)(O)C1=CC=2C(=NC(=CC2)C=2C=NC(=NC2)NC)S1)F